1-(propan-2-yl)-1H-pyrazol CC(C)N1N=CC=C1